C(C)(C)(C)OC(=O)N1CCC(CC1)C=1N=NC(=CC1C)N 4-(6-amino-4-methylpyridazin-3-yl)piperidine-1-carboxylic acid tert-butyl ester